C(C)(C)(C)OC(NCCC1=CC=C(C=C1)OCCN1CCOCC1)=O 4-(2-morpholinoethoxy)phenethylcarbamic acid tert-butyl ester